1-(tert-butyl)-3-chloro-4-(3-(trifluoromethyl)phenoxy)-1H-pyrazole-5-carboxylic acid C(C)(C)(C)N1N=C(C(=C1C(=O)O)OC1=CC(=CC=C1)C(F)(F)F)Cl